C1(CCCC1)S 1-cyclopentyl mercaptan